C(C)(C)(C)OC(=O)N1CC(C1)OC=1C=NN(C1)C 3-((1-methyl-1H-pyrazol-4-yl)oxy)azetidine-1-carboxylic acid tert-butyl ester